ethylsulfanyl-butyraldehyde C(C)SC(C=O)CC